C(CO)(=O)C(C(=O)[O-])(CCCCCCCCCC)C(CO)=O diglycolyldodecanoate